OC1=CC2=C(N=C(S2)N2C([C@H]3[C@H]4C=C[C@@H]([C@H]3C2=O)C4)=O)C=C1 (1R,2S,6R,7S)-4-(6-hydroxy-1,3-benzothiazol-2-yl)-4-azatricyclo[5.2.1.02,6]dec-8-en-3,5-dione